COC=1C=C(C=CC1OC)C=1NC2=CC=C(C=C2C1C(C)C)C(=O)N1CC2C(C1)CN(C2)CCN(C(OC(C)(C)C)=O)C tert-butyl (2-(5-(2-(3,4-dimethoxyphenyl)-3-isopropyl-1H-indole-5-carbonyl) hexahydropyrrolo[3,4-c]pyrrol-2(1H)-yl)ethyl)(methyl)carbamate